BrC1=CC2=CN(N=C2C=C1)S(=O)(=O)C1=CC=C(C)C=C1 5-bromo-2-tosyl-2H-indazole